tert-butyl 4-(5-isopropenyl-3-methoxy-2-pyridyl)piperazine-1-carboxylate C(=C)(C)C=1C=C(C(=NC1)N1CCN(CC1)C(=O)OC(C)(C)C)OC